N-(1-((2-(Azetidin-1-yl)pyrimidin-5-yl)methyl)-1H-pyrazol-4-yl)-6-(3-chloro-6-cyano-2-fluorophenyl)pyrazine-2-carboxamide N1(CCC1)C1=NC=C(C=N1)CN1N=CC(=C1)NC(=O)C1=NC(=CN=C1)C1=C(C(=CC=C1C#N)Cl)F